O=C1N(C=CC=C1NC1=C(C(=O)N)C=CC=N1)C=1SC=CN1 ((2-Oxo-1-(thiazol-2-yl)-1,2-dihydropyridin-3-yl)amino)nicotinamide